[1,1'-Biphenyl]-3-yl-((4-methoxy-3,5-dimethylpyridin-2-yl)methyl)carbamic acid tert-butyl ester C(C)(C)(C)OC(N(CC1=NC=C(C(=C1C)OC)C)C=1C=C(C=CC1)C1=CC=CC=C1)=O